4-[1-[[4-[2-(4-Chlorophenoxy)ethyl-methyl-amino]tetrahydropyran-4-carbonyl]amino]cyclopropyl]benzoic acid, hydrochloride Cl.ClC1=CC=C(OCCN(C2(CCOCC2)C(=O)NC2(CC2)C2=CC=C(C(=O)O)C=C2)C)C=C1